CC=1C=C(C=CC1OC1=CC2=C(N(N=N2)C)C=C1)NC1=NC=NC2=C1N=C(N=C2)N2C[C@@H]1C([C@H](C2)C1)NC(C=C)=O N-((1R,5S,6s)-3-(8-((3-methyl-4-((1-methyl-1H-benzo[d][1,2,3]triazol-5-yl)oxy)phenyl)amino)pyrimido[5,4-d]pyrimidin-2-yl)-3-azabicyclo[3.1.1]heptan-6-yl)acrylamide